CC1=C(C=2N(N=C1N1CC=3C=C(C=NC3CC1)C=1C=NC(=CC1)N1CC(CCC1)F)C=NN2)C 6-(7,8-dimethyl-[1,2,4]triazolo[4,3-b]pyridazin-6-yl)-3-(6-(3-fluoropiperidin-1-yl)pyridin-3-yl)-5,6,7,8-tetrahydro-1,6-naphthyridine